C(C)(C)(C)OC(=O)N1N=CC(=C1)C1=CSC2=C1N=C(N=C2)NC2=CC=C(C=C2)CN2CCOCC2 tert-butyl-4-(2-(4-(morpholinomethyl) phenylamino) thieno[3,2-d]pyrimidin-7-yl)-1H-pyrazole-1-carboxylate